[I-].C(C)[N+]1(CCCC1)C1CC(CC(C1)C)(C)C N-ethyl-N-(3,3,5-trimethylcyclohexyl)pyrrolidinium iodide